tert-butyl 4-(2-(cyclopropanesulfonamido)pyrimidin-4-yl)-4-((5-(6-ethoxypyrazin-2-yl)pyridin-2-yl)carbamoyl)piperidine-1-carboxylate C1(CC1)S(=O)(=O)NC1=NC=CC(=N1)C1(CCN(CC1)C(=O)OC(C)(C)C)C(NC1=NC=C(C=C1)C1=NC(=CN=C1)OCC)=O